N-tert-butyl-2-(4-((3R,8aR)-5-oxo-3-phenylhexahydro-2H-oxazolo[3,2-a]pyridin-8-yl)phenyl)-2H-indazole-7-carboxamide C(C)(C)(C)NC(=O)C1=CC=CC2=CN(N=C12)C1=CC=C(C=C1)C1[C@@H]2N(C(CC1)=O)[C@@H](CO2)C2=CC=CC=C2